4-bromo-1-(3-(6-oxo-2,5,7-triazaspiro[3.4]oct-2-yl)propyl)indoline BrC1=C2CCN(C2=CC=C1)CCCN1CC2(C1)NC(NC2)=O